SCCC(=O)CCN1C(N(C(N(C1=O)CCC(CCS)=O)=O)CCC(CCS)=O)=O tris[2-(3-mercaptopropionyl)ethyl]isocyanuric acid